N-(6-chloro-8-methyl-1-isoquinolyl)-6-(5-methyl-1,3,4-oxadiazol-2-yl)-N-[(3R)-3-piperidyl]pyridine-3-carboxamide ClC=1C=C2C=CN=C(C2=C(C1)C)N(C(=O)C=1C=NC(=CC1)C=1OC(=NN1)C)[C@H]1CNCCC1